ClC1=CC(=C(C=C1)NC=1C(=C(C=NC1)CC1=C2C(=NC=C1)N(CC2)S(=O)(=O)NC)C)F 4-({5-[(4-chloro-2-fluorophenyl)amino]-4-methylpyridin-3-yl}methyl)-N-methyl-2h,3h-pyrrolo[2,3-b]pyridine-1-sulfonamide